2-((2R,5S)-2-(2-(1-azabicyclo[2.2.1]heptan-3-yl)benzo[d]thiazol-5-yl)-5-methylpiperidin-1-yl)-N-(6-amino-5-ethylpyridin-3-yl)-2-oxoacetamide N12CC(C(CC1)C2)C=2SC1=C(N2)C=C(C=C1)[C@@H]1N(C[C@H](CC1)C)C(C(=O)NC=1C=NC(=C(C1)CC)N)=O